C(=O)NC1(CC=CC(=C1)NC=O)C=CC1=CC=CC=C1 1,5-diformylaminostilbene